7-Methyl-2-[(7-methyl-[1,2,4]triazolo[1,5-a]pyridin-6-yl)amino]-9-(tetrahydro-2H-pyran-4-yl)-7,9-dihydro-8H-purin-8-one CN1C(N(C2=NC(=NC=C12)NC=1C(=CC=2N(C1)N=CN2)C)C2CCOCC2)=O